F[C@@H](CO)C (2R)-2-fluoropropane-1-ol